CC1=C(N=C(S1)NC(CC=1C=C(OCCCN2CCN(CC2)C(=O)OC(C)(C)C)C=CC1)=O)C=1C=C2CCN(C2=CC1)C(C1=C(C=CC=C1)C)=O tert-butyl 4-(3-(3-(2-(5-methyl-4-(1-(2-methylbenzoyl)indolin-5-yl)thiazol-2-ylamino)-2-oxoethyl) phenoxy)propyl)piperazine-1-carboxylate